C1(=CC=CC=C1)SC1=CC=CC=C1.[K].[K] dipotassium diphenyl sulfide